BrC=1C=C(C(=NC1C)C(C)(C)C)C(F)(F)F 5-bromo-2-tert-butyl-6-methyl-3-(trifluoromethyl)pyridine